FC(OC1=C(C=C(C=C1)OC(F)F)C1=NN(C=C1NC(=O)C=1C=NN2C1N=CC=C2)CC2=NN=NN2C2CN(C2)CCCN(C)C)F N-[3-[2,5-bis(difluoromethoxy)phenyl]-1-[[1-[1-[3-(dimethylamino)propyl]azetidin-3-yl]tetrazol-5-yl]methyl]pyrazol-4-yl]pyrazolo[1,5-a]pyrimidine-3-carboxamide